1-(3-chloro-5-fluorobenzyl)-5,5-difluoro-3-(trifluoromethyl)-1,5,6,7-tetrahydro-4H-indol-4-one ClC=1C=C(CN2C=C(C=3C(C(CCC23)(F)F)=O)C(F)(F)F)C=C(C1)F